C(C)(=O)C1=C(C2=C(N=C(N=C2)NC2=CC=C(C=N2)N2CCC(CC2)O)N(C1=O)C1CCCC1)C 6-Acetyl-8-cyclopentyl-2-(4-hydroxy-3,4,5,6-tetrahydro-2H-[1,3']bipyridinyl-6'-ylamino)-5-methyl-8H-pyrido[2,3-d]pyrimidin-7-one